O=C1NC=2C(=NC=CC2C=2C=NN(C2)C(=O)N2CC(CC2)C#N)N1 1-(4-(2-oxo-2,3-dihydro-1H-imidazo[4,5-b]pyridin-7-yl)-1H-pyrazole-1-carbonyl)pyrrolidine-3-carbonitrile